C(#C)C=1SC=C(N1)C(=O)NCCC1=CC=C(C=C1)C1=CC(=CC=2N=CSC21)C(=O)N 7-(4-(2-(2-Ethynylthiazole-4-carboxamido)ethyl)phenyl)benzo[d]thiazole-5-carboxamide